N-(4-(4-amino-2-isopropyl-7-methyl-7H-pyrrolo[2,3-d]pyrimidin-5-yl)-3-methylphenyl)-2-(3-fluorophenyl)-2-hydroxyacetamide NC=1C2=C(N=C(N1)C(C)C)N(C=C2C2=C(C=C(C=C2)NC(C(O)C2=CC(=CC=C2)F)=O)C)C